(S)-2-(1-ethyl-3-methyl-1H-pyrazole-5-carboxamido)-3-(3-(2-phenoxyacetamido)propyl)-3,4-dihydro-5-oxa-1,2a-diazaacenaphthylene-7-carboxamide C(C)N1N=C(C=C1C(=O)NC1=NC=2C=C(C=C3OC[C@@H](N1C23)CCCNC(COC2=CC=CC=C2)=O)C(=O)N)C